C(C)[C@H]1OCC1 (2R)-2-ethyloxetane